N1=CC=CC=C2C1=CC=C(C2)C#N benzazepin-7-carbonitrile